S1C(=CC=C1)C1(CCC1)CN (1-(thiophen-2-yl)cyclobutyl)methylamine